1-(2-(4-(Naphth-2-yl)Piperazin-1-yl)-2-Oxo-1-Phenylethyl)Pyrrolidine-2,5-Dione C1=C(C=CC2=CC=CC=C12)N1CCN(CC1)C(C(C1=CC=CC=C1)N1C(CCC1=O)=O)=O